FC(C(C(F)(F)F)(O)[C@]1(CN(CC1)C(C)(C)C1=NC=CC=C1)CCC1=CC=C(C#N)C=C1)(F)F (R)-4-(2-(3-(1,1,1,3,3,3-hexafluoro-2-hydroxypropan-2-yl)-1-(2-(pyridin-2-yl)propan-2-yl)pyrrolidin-3-yl)ethyl)benzonitrile